(3R,5'S)-1'-((S)-3-cyclopropyl-2-((methyl-d3)amino)propionyl)-2-oxospiro[indole-3,3'-pyrrolidine]-5'-carboxamide hydrochloride Cl.C1(CC1)C[C@@H](C(=O)N1C[C@]2(C[C@H]1C(=O)N)C(NC1=CC=CC=C12)=O)NC([2H])([2H])[2H]